N-(2-Methoxy-5-(4-(trifluoromethyl)phenoxy)phenyl)-1-methyl-5-oxopyrrolidine-2-carboxamide COC1=C(C=C(C=C1)OC1=CC=C(C=C1)C(F)(F)F)NC(=O)C1N(C(CC1)=O)C